3-(4-(benzo[d]isothiazol-3-yl)piperazin-1-yl)-1-(1-propionylindolin-5-yl)propan-1-one S1N=C(C2=C1C=CC=C2)N2CCN(CC2)CCC(=O)C=2C=C1CCN(C1=CC2)C(CC)=O